CC1=NC(=NC=C1N1CC2(C1)CN(CC2)C(=O)[O-])OCC(F)(F)F 2-[4-methyl-2-(2,2,2-trifluoroethoxy)pyrimidin-5-yl]-2,6-diazaspiro[3.4]octane-6-carboxylate